N-(3-(2-(difluoromethoxy)-5-(3-(3-hydroxy-1-methylazetidin-3-yl)phenoxy)phenyl)-1-methyl-1H-pyrazol-4-yl)pyrazolo[1,5-a]pyrimidine-3-carboxamide FC(OC1=C(C=C(C=C1)OC1=CC(=CC=C1)C1(CN(C1)C)O)C1=NN(C=C1NC(=O)C=1C=NN2C1N=CC=C2)C)F